C(C)(C)C1=C(C=CC=C1)C=1N=C(C2=C(N1)N=CC=C2)NC(C)C2CCN(CC2)C=2N(C=C(N2)C(F)(F)F)C 2-(2-isopropylphenyl)-N-(1-(1-(1-methyl-4-(trifluoromethyl)-1H-imidazol-2-yl)piperidin-4-yl)ethyl)pyrido[2,3-d]pyrimidin-4-amine